(S)-6-(4-chlorophenyl)-N-(2-(1H-indol-3-yl)ethyl)-2-(1-methyl-1H-pyrazol-4-yl)pyrimidine-4-formamide ClC1=CC=C(C=C1)C1=CC(=NC(=N1)C=1C=NN(C1)C)C(=O)NCCC1=CNC2=CC=CC=C12